potassium dithiocarbamate salt C(N)([S-])=S.[K+]